CC([C@@H](C(=O)N1[C@@H]([C@H]2C([C@H]2C1)(C)C)C(=O)N[C@@H](C)C(=O)OC)NC(C(F)(F)F)=O)(C)C methyl ((1R,2S,5S)-3-((S)-3,3-dimethyl-2-(2,2,2-trifluoroacetamido)butanoyl)-6,6-dimethyl-3-azabicyclo[3.1.0]hexane-2-carbonyl)-L-alaninate